CC(C)CC(CCC(C)C)O 2,7-dimethyl-4-octanol